C[C@@](N)(CC1=CC=CC=C1)C(=O)O α-Methyl-D-phenylalanine